di(m-chlorobenzoyl) peroxide ClC=1C=C(C(=O)OOC(C2=CC(=CC=C2)Cl)=O)C=CC1